BrC=1C=C2C(=NC1)CNC2=O 3-Bromo-5-oxo-5,7-dihydro-6H-pyrrolo[3,4-b]pyridin